3-[3-bromo-4-(trifluoromethoxy)phenyl]azetidine-1-carboxylic acid tert-butyl ester C(C)(C)(C)OC(=O)N1CC(C1)C1=CC(=C(C=C1)OC(F)(F)F)Br